C(C)(=O)C=1C=CC(=C(C1)C=1C2=C(C(N(C1)C)=O)SC(=C2)C(=O)NCC2=CC=CC=C2)OC2=C(C=C(C=C2C)F)C 4-(5-acetyl-2-(4-fluoro-2,6-dimethylphenoxy)phenyl)-N-benzyl-6-methyl-7-oxo-6,7-dihydrothieno[2,3-c]pyridine-2-carboxamide